3-(2-Fluoro-3-chlorophenyl)-2,3-dibromopropionic acid ethyl ester C(C)OC(C(C(Br)C1=C(C(=CC=C1)Cl)F)Br)=O